(+/-)-Amphetamine-d8 [2H]C1=C(C(=C(C(=C1[2H])[2H])CC(C([2H])([2H])[2H])N)[2H])[2H]